O=C1CCC(CCN1)C=O 7-oxoazepane-4-carbaldehyde